ClC=1C=C(SC1)S1C[C@H](CN2C(N=C(C3=CC(=CC1=C23)C(F)(F)F)N2C[C@@H](N[C@@H](C2)C)C)=O)OC2=NC=CC=C2 (S)-l-1-(4-chlorothiophen-2-yl)-8-((3S,5R)-3,5-dimethylpiperazin-1-yl)-3-(pyridin-2-yloxy)-10-(trifluoromethyl)-3,4-dihydro-2H,6H-[1,4]thiazepino[2,3,4-ii]quinazolin-6-one